N1-(5-(trifluoromethyl)pyrazin-2-yl)cyclobutane-1,3-diamine hydrochloride Cl.FC(C=1N=CC(=NC1)NC1CC(C1)N)(F)F